3-((1,8-Naphthyridin-2-yl)methyl)cyclobutane-1-carboxylic acid ethyl ester C(C)OC(=O)C1CC(C1)CC1=NC2=NC=CC=C2C=C1